N-(2-chloro-6-fluorophenyl)-4-[4-cyclobutyl-3-(hydroxymethyl)-5-oxo-4,5-dihydro-1H-1,2,4-triazol-1-yl]-5-fluoro-2-{[(2S)-1,1,1-trifluoropropan-2-yl]oxy}benzamide ClC1=C(C(=CC=C1)F)NC(C1=C(C=C(C(=C1)F)N1N=C(N(C1=O)C1CCC1)CO)O[C@H](C(F)(F)F)C)=O